BrC=1C=C(C=CC1)[C@@H](C)NC1=NC(=NC2=CC(=C(C=C12)OC)OC)CCCCCCCCN1CCCCC1 (R)-N-(1-(3-bromophenyl)ethyl)-6,7-dimethoxy-2-(8-(piperidin-1-yl)octyl)quinazolin-4-amine